N[C@H]1CCC2=CC(=CC=C12)N1C(=NC=2C1=NC(=CC2C)C)C=2C(=NC=CC2)N 3-{3-[(1S)-1-amino-2,3-dihydro-1H-inden-5-yl]-5,7-dimethylimidazo[4,5-b]pyridin-2-yl}pyridin-2-amine